ClC=1C=C(C=C(C1)OC)NC(=O)C1=NN2C(N=C(C=C2C=2C=NNC2)N2CC3=CC=CC=C3C2)=C1 N-(3-chloro-5-methoxyphenyl)-5-(isoindolin-2-yl)-7-(1H-pyrazol-4-yl)pyrazolo[1,5-a]pyrimidine-2-carboxamide